N,N'-Diphenyl-[1,1'-Biphenyl]-4,4'-Diamin C1(=CC=CC=C1)NC1=CC=C(C=C1)C1=CC=C(C=C1)NC1=CC=CC=C1